((Z)-(hydroxyimino)methyl-1-(1-(cis-4-isopropylcyclohexyl)piperidin-4-yl)-1H-indol-2-yl)ethyl pivalate C(C(C)(C)C)(=O)OCCC=1N(C2=CC=CC=C2C1\C=N/O)C1CCN(CC1)[C@@H]1CC[C@@H](CC1)C(C)C